4-Methoxy-N-[2-(3-methylphenyl)-[1,3]oxazolo[5,4-b]pyridin-6-yl]benzamide COC1=CC=C(C(=O)NC=2C=C3C(=NC2)OC(=N3)C3=CC(=CC=C3)C)C=C1